(E)-acetone CC(=O)C